dimethyl-pentadiene CC(=CC=CC)C